5-(trifluoromethyl)pyridine-2-ol FC(C=1C=CC(=NC1)O)(F)F